5-(2-chloropyrimidin-4-yl)-7-fluoro-2-methylbenzo[d]oxazole ClC1=NC=CC(=N1)C=1C=C(C2=C(N=C(O2)C)C1)F